(3-(1-amino-1,3-dihydrospiro[indene-2,4'-piperidin]-1'-yl)-6-styrylpyrazin-2-yl)methanol NC1C2=CC=CC=C2CC12CCN(CC2)C=2C(=NC(=CN2)C=CC2=CC=CC=C2)CO